OC1=C(C=CC=C1)C1=CC=C(C=C1)CC(=O)O 4-(2-hydroxyphenyl)phenylacetic acid